(S)-4-ethyl-8-fluoro-4-hydroxy-11-(oxabutane-3-yl)-1,12-dihydro-14H-pyrano[3',4':6,7]indolizino[2,1-b]quinoline-3,6,14(4H,11H)-trione C(C)[C@]1(C(OCC=2C(N3CC=4N(C5=CC=C(C=C5C(C4C3=CC21)=O)F)C(CO)C)=O)=O)O